3-amino-5-(1-ethyl-6-oxo-3-pyridyl)-N-[2-[2-[[2-[4-[2-fluoro-5-[(4-oxo-3H-phthalazin-1-yl)methyl]benzoyl]piperazin-1-yl]-2-oxo-ethyl]amino]ethoxy]ethyl]pyridine-2-carboxamide NC=1C(=NC=C(C1)C1=CN(C(C=C1)=O)CC)C(=O)NCCOCCNCC(=O)N1CCN(CC1)C(C1=C(C=CC(=C1)CC1=NNC(C2=CC=CC=C12)=O)F)=O